tert-Butyl (3-(2-chlorophenyl)-1-oxo-1-((4-(1-(phenylsulfonyl)-1H-pyrrolo[2,3-b]pyridin-4-yl)phenyl)amino)propan-2-yl)carbamate ClC1=C(C=CC=C1)CC(C(NC1=CC=C(C=C1)C1=C2C(=NC=C1)N(C=C2)S(=O)(=O)C2=CC=CC=C2)=O)NC(OC(C)(C)C)=O